(1r,3s)-3-aminocyclopentanol N[C@@H]1C[C@@H](CC1)O